6-(5-(((1R,3S,4S,5R)-4-fluoro-1-methyl-8-azabicyclo[3.2.1]oct-6-en-3-yl)(methyl)amino)pyrazin-2-yl)isoquinolin-7-ol F[C@@H]1[C@H](C[C@@]2(C=C[C@H]1N2)C)N(C=2N=CC(=NC2)C=2C=C1C=CN=CC1=CC2O)C